[4-[4-(5-amino-2-methyl-phenyl)-2-pyridyl]-2-pyridyl]cyclopropanecarboxamide NC=1C=CC(=C(C1)C1=CC(=NC=C1)C1=CC(=NC=C1)C1(CC1)C(=O)N)C